ClC1=NC(=CC(=C1)C=1C(=NN2C1N=C(C=C2)NCCO)C2=C(C#N)C=CC=C2)C [3-(2-chloro-6-methyl-4-pyridinyl)-5-(2-hydroxyethylamino)pyrazolo[1,5-a]pyrimidin-2-yl]benzonitrile